ClC=1C=C(C=CC1C1COCCCN1)N(C1COC1)C N-[3-chloro-4-(1,4-oxazepan-3-yl)phenyl]-N-methyl-oxetan-3-amine